2-[2-hydroxy-3,5-bis(α,α-dimethylbenzyl)phenyl]-2H-benzotriazol OC1=C(C=C(C=C1C(C1=CC=CC=C1)(C)C)C(C1=CC=CC=C1)(C)C)N1N=C2C(=N1)C=CC=C2